3-((2-((3,3-difluorocyclohexyl)(1-ethyl-1H-pyrazole-5-carboxamido)methyl)imidazo[1,2-b]pyridazin-6-yl)methyl)-5,5-difluoro-2-oxopiperidine-3-carboxylic acid FC1(CC(CCC1)C(C=1N=C2N(N=C(C=C2)CC2(C(NCC(C2)(F)F)=O)C(=O)O)C1)NC(=O)C1=CC=NN1CC)F